N[C@H](C(=O)O)CCCC(=O)O (2S)-2-aminohexanedioic acid